C1=CC(=CC(=C1)O)C(C(=O)O)O The molecule is a 2-hydroxy monocarboxylic acid that is mandelic acid substituted by a hydroxy group at position 3'. It has a role as a human metabolite. It is a 2-hydroxy monocarboxylic acid and a member of phenols. It derives from a mandelic acid.